OC1=C(C(=CC(=C1)CCC)O)C1=C2CC(N(C2=CC=C1C)CCN(C)C)=O 4-(2,6-Dihydroxy-4-propylphenyl)-1-(2-(dimethylamino)ethyl)-5-methylindolin-2-one